C(C1=CC=CC=C1)OC1=C(C(=O)N2CC3=CC=C(C=C3C2)CN2CCN(CC2)CCOCCOCCOCCOC2=C3CN(C(C3=CC=C2)=O)C2C(NC(CC2)=O)=O)C(=CC(=C1C)O)O 3-(4-(2-(2-(2-(2-(4-((2-(2-(Benzyloxy)-4,6-dihydroxy-3-methylbenzoyl)isoindolin-5-yl)methyl)piperazin-1-yl)ethoxy)ethoxy)ethoxy)ethoxy)-1-oxoisoindolin-2-yl)piperidine-2,6-dione